(S)-2-(cyclopropanecarbonyl)-N-ethyl-8-fluoro-N-(1-(4-fluorophenyl)ethyl)-1,2,3,4-tetrahydroisoquinoline-6-sulfonamide C1(CC1)C(=O)N1CC2=C(C=C(C=C2CC1)S(=O)(=O)N([C@@H](C)C1=CC=C(C=C1)F)CC)F